1-(3-(Succinimidyloxycarbonyl)Benzyl)-4-(5-(4-Methoxyphenyl)Oxazol-2-yl)Pyridinium C1(CCC(N1OC(=O)C=1C=C(C[N+]2=CC=C(C=C2)C=2OC(=CN2)C2=CC=C(C=C2)OC)C=CC1)=O)=O